C(C)OC([C@H](CC(C(=O)C1=CC2=CC=CC=C2C=C1)C1=CC=C(C=C1)F)F)=O (S)-2-fluoro-4-(4-fluorophenyl)-5-(naphthalen-2-yl)-5-oxopentanoic acid ethyl ester